1-(2,6-difluorobenzyl)-4-((3-fluoro-6-((5-methyl-1H-pyrazol-3-yl)amino)pyridin-2-yl)methyl)-piperidine-4-carboxylic acid FC1=C(CN2CCC(CC2)(C(=O)O)CC2=NC(=CC=C2F)NC2=NNC(=C2)C)C(=CC=C1)F